3-Chloro-N1-cyclopropylbenzene-1,2-diamine ClC1=C(C(=CC=C1)NC1CC1)N